C1(CCCCC1)P(C1=C(C(=CC=C1OC)OC)C1=C(C=C(C=C1C(C)C)C(C)C)C(C)C)C1CCCCC1 2-dicyclohexylphosphino-3,6-dimethoxy-2',4',6'-tri-isopropyl-1,1'-biphenyl